N1C(=NC=C1)CCCNC(C=C)=O N-(3-imidazolylpropyl)acrylamide